(tert-butoxycarbonyl)-3,6-diazabicyclo[3.1.1]heptane C(C)(C)(C)OC(=O)C12CNCC(N1)C2